The molecule is a hydroperoxy fatty acid anion that is the conjugate base of 11(R)-HPETE, obtained by deprotonation of the carboxy group; major species at pH 7.3. It is a HPETE anion and an 11-HPETE(1-). It is a conjugate base of an 11(R)-HPETE. CCCCC/C=C\\C=C\\[C@@H](C/C=C\\C/C=C\\CCCC(=O)[O-])OO